C(=O)C=1C=C2CCC3=C(N=NN3[C@H](C(=O)O)C(C)C)C2=CC1.C1(=C(C=CC=C1)C(C)(C)C1=CC=C(C=C1)C=1C(=O)NC(C1)=O)C(C)(C)C1=CC=C(C=C1)C=1C(=O)NC(C1)=O (phenylene-bis-(2,2-propylene)-bis-p-phenylene)bismaleimide (S)-2-(7-formyl-4,5-dihydro-3H-naphtho[1,2-d][1,2,3]triazol-3-yl)-3-methylbutanoate